N1(N=NN=C1)C[C@@H]1C[C@@H](NC1)CONC(=O)[C@H]1N2C(N([C@H](CC1)C2)OS(=O)(=O)O)=O (2S,5R)-N-{[(2R,4R)-4-(1H-tetrazol-1-ylmethyl)-pyrrolidin-2-yl]methyloxy}-7-oxo-6-(sulfooxy)-1,6-diazabicyclo[3.2.1]octane-2-carboxamide